FC=1C=2N(C=C(C1)C(NC1=C(C=C(C=N1)N1C[C@@H](N(CC1)C(=O)OC(C)(C)C)C)C)=N)C=C(N2)C tert-butyl (S)-4-(6-(8-fluoro-2-methylimidazo[1,2-a]pyridine-6-carboximidamido)-5-methylpyridin-3-yl)-2-methylpiperazine-1-carboxylate